succinic acid-1,4-13C2 [13C](CC[13C](=O)O)(=O)O